2-(3-chloro-4-(6-(1-methylcyclopropoxy)-9-((4-methylpyridin-2-yl)methyl)-9H-purin-8-yl)phenoxy)-N-methyl-N-(oxetan-3-yl)acetamide ClC=1C=C(OCC(=O)N(C2COC2)C)C=CC1C=1N(C2=NC=NC(=C2N1)OC1(CC1)C)CC1=NC=CC(=C1)C